FC1=CC=C2C=CN(C2=C1)CCN(CCS(=O)(=O)C)C 2-(6-Fluoroindol-1-yl)-N-methyl-N-(2-methylsulfonylethyl)ethanamine